{4-[4-(3-hydroxy-2-pyridin-2-yl-4,5,6,7-tetrahydro-2H-indazol-5-yl)-piperazin-1-yl]-phenyl}-ethanone OC=1N(N=C2CCC(CC12)N1CCN(CC1)C1=CC=C(C=C1)C(C)=O)C1=NC=CC=C1